C(C(=O)N)(=S)OCC ethyl thio-oxamate